COC1=CC=C(C=C1)C1=CC=C(C=C1)OC dimethoxy-[1,1'-biphenyl]